COC=1C=CC(=NC1)C#N 5-methoxy-2-pyridinecarbonitrile